C1(CC1)COCCN(CC[C@@H](C(=O)O)NC(N(C(C)C)C(C)C)=O)CCCCC1=NC=2NCCCC2C=C1 (2S)-4-[2-(cyclopropylmethoxy)ethyl-[4-(5,6,7,8-tetrahydro-1,8-naphthyridin-2-yl)butyl]amino]-2-(diisopropylcarbamoylamino)butanoic acid